CC1=NC=2C=CC=C(C2C=C1)S(=O)(=O)NC(=O)C1OC(CC1)C1=CC=CC=C1 N-(2-methylquinoline-5-sulfonyl)-5-phenyloxolane-2-carboxamide